(1H-indol-2-yl)-1-(3,4,5-trimethoxyphenyl)-3,4-dihydropyrrolo[1,2-a]pyrazine N1C(=CC2=CC=CC=C12)C1N=C(C=2N(C1)C=CC2)C2=CC(=C(C(=C2)OC)OC)OC